[5-[1-[(2,4-Dimethoxyphenyl)methylamino]-4-methylphthalazin-6-yl]-2-(2-methylpropionylamino)phenyl]boronic acid COC1=C(C=CC(=C1)OC)CNC1=NN=C(C2=CC(=CC=C12)C=1C=CC(=C(C1)B(O)O)NC(C(C)C)=O)C